2-methyl-N-(4-phenylbutyl)-4-(1-piperidinyl)piperidine-1-carboxamide CC1N(CCC(C1)N1CCCCC1)C(=O)NCCCCC1=CC=CC=C1